4-methyl-2,5-bis(pyridin-4-yl)-1H-indole CC1=C2C=C(NC2=CC=C1C1=CC=NC=C1)C1=CC=NC=C1